methyl 4-chloro-5-nitrothiophene-2-carboxylate ClC=1C=C(SC1[N+](=O)[O-])C(=O)OC